C(#N)C1C2C3C4C=CC(C3C(C1C#N)C2)C4 4,5-dicyanotetracyclo[6.2.1.13,6.02,7]Dodec-9-ene